ClC1=CC=C(CNC2=NC(=NC=C2C)NC2C3=C(B(O2)O)C=CC=C3)C=C1 ((4-((4-chlorobenzyl)amino)-5-methylpyrimidin-2-yl)amino)benzo[c][1,2]oxaborole-1(3H)-ol